2-[7-(2-chloro-4-fluorophenyl)-6-({[5-fluoro-3-(trifluoromethyl)phenyl]carbonyl}amino)-2,9-dioxo-2,3,4,7,8,9-hexahydro-1H-pyrrolo[4,3-H]quinazolin-3-yl]acetamide ClC1=C(C=CC(=C1)F)C1NC(C=2C1=C(C=C1CN(C(NC21)=O)CC(=O)N)NC(=O)C2=CC(=CC(=C2)F)C(F)(F)F)=O